C(#N)C=1C=C(C(=O)N2CCC(CC2)N2CC(C2)(CC#N)N2N=CC(=C2)C2=C3C(=NC=C2C#N)NC=C3)C=C(C1)F 4-{1-[1-[1-(3-cyano-5-fluorobenzoyl)piperidin-4-yl]-3-(cyanomethyl)azetidin-3-yl]-1H-pyrazol-4-yl}-1H-pyrrolo[2,3-b]pyridine-5-carbonitrile